CCC[C@@H]1N(CCC1)[C@@H](C(=O)N)CC (S)-2-(R)-3-propylpyrrolidin-1-ylbutanamide